(3R/S)-4-(ethylsulfonyl)-3-methylpiperidine C(C)S(=O)(=O)C1[C@@H](CNCC1)C |r|